6-methyl-4-(1-methylcyclopropoxy)-5-oxo-5,6-dihydropyridine CC1C(C(=CC=N1)OC1(CC1)C)=O